C(C)(=O)C=1C(OC2=C(C1N1CCOCC1)C=CC(=C2)NC2=NC=CC(=N2)C2=C(C=CC=C2)OCC)=O 3-acetyl-7-{[4-(2-ethoxyphenyl)pyrimidin-2-yl]amino}-4-morpholino-2H-benzopyran-2-one